ClC=1C=C(CNC2=NC(=NC3=CC=C(C=C23)C=2C(=NOC2C)C)N2CCN(CC2)C(=O)N(C)C)C=CC1 4-(4-((3-chlorobenzyl)amino)-6-(3,5-dimethylisoxazol-4-yl)quinazolin-2-yl)-N,N-dimethylpiperazine-1-carboxamide